hydroxyPropyltrimethylammonium chloride [Cl-].OCCC[N+](C)(C)C